4-[4-(4-Hydroxybutyl)-phenyl]-butan-1-ol OCCCCC1=CC=C(C=C1)CCCCO